triisopropyl-1,1'-biphenyl C(C)(C)C1=C(C(=C(C=C1)C1=CC=CC=C1)C(C)C)C(C)C